1,1,1-trifluoro-2-(7-methoxyimidazo[1,2-b]pyridazin-6-yl)propan-2-ol FC(C(C)(O)C=1C(=CC=2N(N1)C=CN2)OC)(F)F